tert-Butyl N-[(1S)-1-(methoxymethyl)-3-oxo-3-[4-[5-(trifluoromethyl)pyrimidin-2-yl] piperazin-1-yl]propyl]-N-methyl-carbamate COC[C@H](CC(N1CCN(CC1)C1=NC=C(C=N1)C(F)(F)F)=O)N(C(OC(C)(C)C)=O)C